ClC1=CC(=C(COC2=CC=CC(=N2)C2CCN(CC2)CC2=NC3=C(N2CC2CC(C2)(F)F)C=C(C=C3)C(=O)O)C=C1)F 2-[(4-{6-[(4-chloro-2-fluorobenzyl)oxy]pyridin-2-yl}piperidin-1-yl)methyl]-1-[(3,3-difluorocyclobutyl)methyl]-1H-benzimidazole-6-carboxylic acid